3-(4-(4-(4-(2,5-dichlorophenyl)piperazin-1-yl)butyl)-1-oxoisoindolin-2-yl)piperidine-2,6-dione ClC1=C(C=C(C=C1)Cl)N1CCN(CC1)CCCCC1=C2CN(C(C2=CC=C1)=O)C1C(NC(CC1)=O)=O